methoxyphenylthioglycolic acid COC(C(=O)O)(S)C1=CC=CC=C1